(6-fluorofuro[3,2-b]pyridin-2-yl)-trimethyl-silane FC=1C=C2C(=NC1)C=C(O2)[Si](C)(C)C